(S)-1-(1-acryloylpyrrolidin-3-yl)-3-bromo-5-(methylamino)-1H-pyrazole-4-carboxamide C(C=C)(=O)N1C[C@H](CC1)N1N=C(C(=C1NC)C(=O)N)Br